C(C)(C)(C)OC(=O)N1CCN(CC1)CCOC(C1=CC=C(C=C1)NC(=O)C1=NN2C(N=CC=C2C2=CC(=C(C=C2)OC)OC)=C1)=O.C(=C)C(C1=CC=CC=C1)N1CCCCC1 N-(vinyl-benzyl)piperidine tert-butyl-4-(2-((4-(7-(3,4-dimethoxyphenyl)pyrazolo[1,5-a]pyrimidine-2-carboxamido)benzoyl)oxy)ethyl)piperazine-1-carboxylate